2-sec-butylisoquinoline C(C)(CC)N1CC2=CC=CC=C2C=C1